CC1(CO1)CCC 2-methyl-1,2-epoxyPentane